C(C)(C)OC=1C=CC(=NC1)C1=NSC(=N1)NC1=NC=CN=C1NC N2-(3-(5-isopropoxypyridin-2-yl)-1,2,4-thiadiazol-5-yl)-N3-methylpyrazine-2,3-diamine